NC=1C(NC=2C3=C(C(=CC2C1C1=C2C=NNC2=C(C=C1)F)C)C=CS3)=O 7-Amino-6-(7-fluoro-1H-indazol-4-yl)-4-methyl-9H-thieno[3,2-h]quinolin-8-one